C(C)N(C(O[C@H]1C[C@H](CC1)C1=CC(=NN1)NC(CC1=CC=NO1)=O)=O)C (1R,3S)-3-{3-[(1,2-oxazol-5-ylacetyl)amino]-1H-pyrazol-5-yl}cyclopentyl ethyl(methyl)-carbamate